1-(6-chloro-1H-indazol-4-yl)cyclopropanol ClC1=CC(=C2C=NNC2=C1)C1(CC1)O